Dimethylhafnium [2',2'''-(4-(trifluoromethyl)pyridine-2,6-diyl)bis(4'-isopropyl-5-methyl-3-((3r,5r,7r)-3,5,7-trimethyladamantan-1-yl)-[1,1'-biphenyl]-2-olate)] FC(C1=CC(=NC(=C1)C1=C(C=CC(=C1)C(C)C)C=1C(=C(C=C(C1)C)C12CC3(CC(CC(C1)(C3)C)(C2)C)C)[O-])C2=C(C=CC(=C2)C(C)C)C=2C(=C(C=C(C2)C)C23CC1(CC(CC(C2)(C1)C)(C3)C)C)[O-])(F)F.C[Hf+2]C